ClCCC(=C(C1=CC=CC=C1)C1=CC=C(OCCN2CCC(CC2)CN2C3CN(C(C2)C3)C=3C=C2C(N(C(C2=CC3)=O)C3C(NC(CC3)=O)=O)=O)C=C1)C1=CC=CC=C1 5-(5-((1-(2-(4-(4-chloro-1,2-diphenylbut-1-en-1-yl)phenoxy)ethyl)piperidin-4-yl)methyl)-2,5-diazabicyclo[2.2.1]heptan-2-yl)-2-(2,6-dioxopiperidin-3-yl)isoindoline-1,3-dione